C(CCCCCC\C=C\C=C\C)O (E,E)-8,10-dodecadienol